FC(CO)=C(CCC=C(CCC=C(CCC=C(C)C)C)C)C 2-fluoro-3,7,11,15-tetramethylhexadeca-2,6,10,14-tetraen-1-ol